3-(6-(3-(4-(dimethylcarbamoyl)phenyl)-1H-pyrrolo[2,3-b]pyridin-5-yl)-8-methyl-3,4-dihydroisoquinolin-2(1H)-yl)propanoic acid tert-butyl ester C(C)(C)(C)OC(CCN1CC2=C(C=C(C=C2CC1)C=1C=C2C(=NC1)NC=C2C2=CC=C(C=C2)C(N(C)C)=O)C)=O